FC=1C=C(C=CC1)[C@@H]1N(CCC1)C=1C=CC=2N(N1)C(=CN2)C2=CC=CC(=N2)N2CCN(CC2)CC#CC=2C=CC=C1C(=NN(C21)C)C2C(NC(CC2)=O)=O 3-(7-(3-(4-(6-(6-((R)-2-(3-fluorophenyl)pyrrolidin-1-yl)imidazo[1,2-b]pyridazin-3-yl)pyridin-2-yl)piperazin-1-yl)prop-1-yn-1-yl)-1-methyl-1H-indazol-3-yl)piperidine-2,6-dione